N[C@H](CC(C(=O)O)(C)C)CC1=CC=C(C=C1)F (4S)-4-Amino-5-(4-fluorophenyl)-2,2-dimethylpentanoic acid